C(=O)(O)C(N(C(=O)O)C(=O)O)C(=O)O tricarboxyglycine